CC1=CC=CC(=N1)C1=NN(C=C1C1=CC=NC2=CC=CC=C12)C1=CC=CC=C1 3-(6-methyl-2-pyridinyl)-N-phenyl-4-(4-quinolinyl)-1H-pyrazol